CN1N=C2C(=CC(=CC2=C1)C1=CC2=C(C(N(N=C2)C2CCNCC2)=O)S1)C 2-(2,7-dimethyl-2H-indazol-5-yl)-6-(piperidin-4-yl)thieno[2,3-d]pyridazin-7(6H)-one